n-butylcyclobutane-1,3-diol C(CCC)C1(CC(C1)O)O